FC1=CC(=C(OC=2C=CC(=NC2)C(C(=O)N)C)C=C1)CO (5-(4-fluoro-2-(hydroxymethyl)phenoxy)pyridin-2-yl)propanamide